FC1=CC(=C(C=C1)C(=O)N1CC2C(C1)CC(=C2)C2=NC(=C(C(=N2)C([2H])([2H])[2H])F)C([2H])([2H])[2H])N2N=CC=N2 (4-Fluoro-2-(2H-1,2,3-triazol-2-yl)phenyl)(5-(5-fluoro-4,6-bis(methyl-d3)pyrimidin-2-yl)-3,3a,4,6a-tetrahydrocyclopenta[c]pyrrol-2(1H)-yl)methanone